FC1=CC=CC=2C(=N[C@@H](C(NC21)=O)NC(=O)C=2C(=NN1C2OCC(C1)(C)C)C1=C(C=CC=C1)F)C1=CC=CC=C1 N-[(3S)-9-fluoro-2-oxo-5-phenyl-1,3-dihydro-1,4-benzodiazepin-3-yl]-2-(2-fluorophenyl)-6,6-dimethyl-5,7-dihydropyrazolo[5,1-b][1,3]oxazine-3-carboxamide